2-[4-(dimethoxymethyl)piperidin-1-yl]-N-methyl-5-(4,4,5,5-tetramethyl-1,3,2-dioxaborolan-2-yl)aniline COC(C1CCN(CC1)C1=C(NC)C=C(C=C1)B1OC(C(O1)(C)C)(C)C)OC